2-(4-(4-(aminomethyl)-1-oxo-1,2-dihydrophthalazin-6-yl)-1-methyl-1H-pyrazol-5-yl)-6-ethylbenzonitrile NCC1=NNC(C2=CC=C(C=C12)C=1C=NN(C1C1=C(C#N)C(=CC=C1)CC)C)=O